N-[(1S)-1-(2-amino-2-oxo-ethyl)prop-2-ynyl]-1-[1-[4-(trifluoromethoxy)-phenyl]-cyclopropanecarbonyl]indoline-2-carboxamide NC(C[C@@H](C#C)NC(=O)C1N(C2=CC=CC=C2C1)C(=O)C1(CC1)C1=CC=C(C=C1)OC(F)(F)F)=O